N-((2-(2-(hydroxymethyl)phenyl)-3-methyl-1H-indol-5-yl)methyl)-3-methylpyridazine-4-carboxamide OCC1=C(C=CC=C1)C=1NC2=CC=C(C=C2C1C)CNC(=O)C1=C(N=NC=C1)C